CC1=CC=C(NCC2=C(C=CC=C2)C(F)(F)F)C=C1 4-methyl-N-(2-(trifluoromethyl)benzyl)aniline